[Te]1C(=CC=C1C(C)(C)O)C(C)(C)O 2,2'-(tellurophene-2,5-diyl)bis(propan-2-ol)